6'-(((1S,3S)-3-Aminocyclopentyl)amino)-5-methoxy-2H-[1,3'-bipyridin]-2-one N[C@@H]1C[C@H](CC1)NC1=CC=C(C=N1)N1C(C=CC(=C1)OC)=O